N1C=NC=C1CC(C(=O)[O-])O 3-(Imidazol-5-yl)lactate